dl-2,2-diethylpropyldimethoxysilane C(C)C(C[SiH](OC)OC)(C)CC